CC1=C(C=NN1CC(C)(C)C)C=1C(=NC(=CC1)N1CC2=C(C=CC=C2CC1)C(NC=1SC2=NC=CC=C2N1)=O)C(=O)O 3-(5-methyl-1-neopentyl-1H-pyrazol-4-yl)-6-(8-(thiazolo[5,4-b]pyridin-2-ylcarbamoyl)-3,4-dihydroisoquinolin-2(1H)-yl)picolinic acid